BrC=1C(N(C2=CC(=NC=C2C1)Cl)CC(C)(C)O[Si](C)(C)C(C)(C)C)=O 3-bromo-1-(2-((tert-butyldimethylsilyl)oxy)-2-methylpropyl)-7-chloro-1,6-naphthyridin-2(1H)-one